(S)-2-phenyl-2-(4-thioxo-1,4-dihydro-5H-pyrazolo[3,4-d]pyrimidin-5-yl)acetic acid C1(=CC=CC=C1)[C@@H](C(=O)O)N1C=NC2=C(C1=S)C=NN2